COC=1C=CC(=NC1)CN1CCN(CC1)C1=CC=C(C=C1)C1=CC(=CC=2N1C(=CN2)C#N)C=2C=NN(C2)C 5-(4-(4-((5-methoxypyridin-2-yl)meth-yl)piperazin-1-yl)phenyl)-7-(1-meth-yl-1H-pyrazol-4-yl)imidazo[1,2-a]pyridine-3-carbonitrile